C(CCCCCCCCCCCCCCCCC(C)C)OCCCCCCCCCCCCCCCCCC(C)C isoeicosyl ether